6-bromo-N-(4-fluoro-2,6-dimethylbenzyl)-2,3-dimethylimidazo[1,2-a]pyridin-8-amine BrC=1C=C(C=2N(C1)C(=C(N2)C)C)NCC2=C(C=C(C=C2C)F)C